ClC1=C(C=C(OCC(=O)N[C@H]2CC[C@@H](N(C2)C(=O)OC(C)(C)C)C(NC2=NN(C=C2)C(F)(F)F)=O)C=C1)F tert-butyl (2R,5S)-5-[2-(4-chloro-3-fluorophenoxy)acetamido]-2-{[1-(trifluoromethyl)-1H-pyrazol-3-yl]carbamoyl}piperidine-1-carboxylate